FC=1C=CC(=NC1S(N)(=O)=O)NC(OC(C)(C)C)=O Tert-butyl (5-fluoro-6-sulfamoylpyridin-2-yl)carbamate